P(ONC(C1=C(C=C(C=C1C)C)C)=O)(OCC)=O (2,4,6-trimethyl benzamido) ethyl phosphonate